OC(C(C=O)C\C=C\C1=CC=C(C=C1)C)CCCCCC 3-hydroxy-2-((E)-3-(p-tolyl)allyl)nonan-1-one